1-(2-furoyl)-lysergic acid methylisopropylamide CN(C(=O)[C@H]1CN(C)[C@@H]2CC3=CN(C4=CC=CC(C2=C1)=C34)C(=O)C=3OC=CC3)C(C)C